3,5-dibromo-1-(3-fluoro-5-methoxyphenyl)pyrazole BrC1=NN(C(=C1)Br)C1=CC(=CC(=C1)OC)F